C(CCCCCCCCCCCCCCCCC)OC(\C=C(\C)/N)=O β-aminocrotonic acid stearyl ester